C(C)(C)(C)OC(=O)N1[C@@H](C(CCC1)=O)COCC1=CC=CC=C1 (R)-2-((benzyloxy)methyl)-3-oxopiperidine-1-carboxylic acid tert-butyl ester